(S)-2-chloro-N-(4-(2-(4-chloro-3-fluorophenoxy)acetamido)-3-hydroxybicyclo[2.2.2]oct-1-yl)acetamide ClCC(=O)NC12C[C@@H](C(CC1)(CC2)NC(COC2=CC(=C(C=C2)Cl)F)=O)O